ClC1=C2C(=NC(=N1)C#C[Si](C)(C)C)N(N=C2)C 4-Chloro-1-methyl-6-((trimethylsilyl)ethynyl)-1H-pyrazolo[3,4-d]pyrimidine